(2S,4R)-4-fluoro-1-[2-methyl-3-(pyridin-2-yl)propanoyl]-N-[(S)-phenyl[4-(propan-2-yl)phenyl]methyl]pyrrolidine-2-carboxamide F[C@@H]1C[C@H](N(C1)C(C(CC1=NC=CC=C1)C)=O)C(=O)N[C@H](C1=CC=C(C=C1)C(C)C)C1=CC=CC=C1